4-methyl-3-(2-(methylthio)-4-(trifluoromethyl)phenyl)-5-(2-(trifluoromethyl)phenyl)-4H-1,2,4-triazole CN1C(=NN=C1C1=C(C=CC=C1)C(F)(F)F)C1=C(C=C(C=C1)C(F)(F)F)SC